C(CC=C)OCCC(=O)O 3-(BUT-3-EN-1-YLOXY)PROPANOIC ACID